FC1CN(CC1OC)S(=O)(=O)N 3-fluoro-4-methoxypyrrolidine-1-sulfonamide